9-(1-methylpiperidin-4-yl)-3,9-diazaspiro[5.5]undecane CN1CCC(CC1)N1CCC2(CCNCC2)CC1